3-Iodotyrosin IC=1C=C(C[C@H](N)C(=O)O)C=CC1O